C1(=CC=C(C=C1)N(C1=CC=CC2=C1SC1=C2C=CC=C1)C1=CC(=CC=C1)Cl)C1=CC=CC=C1 N-([1,1'-biphenyl]-4-yl)-N-(3-chlorophenyl)dibenzo[b,d]thiophen-4-amine